C(C)(=O)O[C@@]1(CC[C@H]2[C@@H]3CCC4=CC(CCC4=C3[C@H](C[C@]12C)C1=CC=C(C=C1)N(C)C)=O)C(C)=O (8S,11R,13S,14S,17R)-17-acetyl-11-(4-(dimethylamino)phenyl)-13-methyl-3-oxo-2,3,6,7,8,11,12,13,14,15,16,17-dodecahydro-1H-cyclopenta[a]phenanthren-17-yl acetate